2-cyanoethyl-(propionitrile) C(#N)CCC(C#N)C